CC(CCC(=O)N)C (3R)-1,1-dimethyl-3-propyl-carboxamide